BrC=1C=C2C(=NC1)N(C=C2C(C)=O)S(=O)(=O)C2=CC=C(C)C=C2 1-[5-bromo-1-(p-toluenesulfonyl)pyrrolo[2,3-b]pyridin-3-yl]ethanone